2-[[3-ethoxy-2-(4-fluorophenyl)-2-methyl-3-oxo-propyl]-methyl-amino]acetic acid trifluoroacetate salt FC(C(=O)O)(F)F.C(C)OC(C(CN(CC(=O)O)C)(C)C1=CC=C(C=C1)F)=O